4'-{[(3R)-3-Methyl-1-{[4-(propan-2-yl)phenyl]carbamoyl}-L-prolyl]amino}[1,1'-biphenyl]-4-carboxylic acid C[C@H]1[C@H](N(CC1)C(NC1=CC=C(C=C1)C(C)C)=O)C(=O)NC1=CC=C(C=C1)C1=CC=C(C=C1)C(=O)O